2-fluoro-5-(4-(trifluoromethoxy)phenoxy)aniline FC1=C(N)C=C(C=C1)OC1=CC=C(C=C1)OC(F)(F)F